(4-(6-(6-(Difluoromethyl)imidazo[1,2-b]pyridazin-3-yl)pyrimidin-4-yl)morpholin-2-yl)methanol FC(C=1C=CC=2N(N1)C(=CN2)C2=CC(=NC=N2)N2CC(OCC2)CO)F